N(=[N+]=[N-])CC=1N=C2N(C(=CC=C2)C(F)(F)F)C1 (azidomethyl)-5-(trifluoromethyl)imidazo[1,2-a]pyridine